4-(4-methylbenzyl)thiomorpholine CC1=CC=C(CN2CCSCC2)C=C1